C(C)(C)(C)OC(=O)N1C[C@@H](N(CC1)C=1C(=NC(=CC1)C(=O)OC)F)CO[Si](C)(C)C(C)(C)C (R)-3-(((tert-Butyldimethylsilyl)oxy)methyl)-4-(2-fluoro-6-(methoxycarbonyl)pyridin-3-yl)piperazine-1-carboxylic acid tert-butyl ester